((2-iodo-1,3-phenylene) bis(1-((tert-butyldiphenylsilyl) oxy) butane-3,2-diyl)) dicarbamate C(N)(OC(CO[Si](C1=CC=CC=C1)(C1=CC=CC=C1)C(C)(C)C)C(C)C1=C(C(=CC=C1)C(C(CO[Si](C1=CC=CC=C1)(C1=CC=CC=C1)C(C)(C)C)OC(N)=O)C)I)=O